4-(3-Chlorophenyl)-5-phenyl-2-(3-thienyl)imidazole ClC=1C=C(C=CC1)C=1N=C(NC1C1=CC=CC=C1)C1=CSC=C1